sodium tetraphenylborate, disodium salt [Na+].[Na+].C1(=CC=CC=C1)[B-](C1=CC=CC=C1)(C1=CC=CC=C1)C1=CC=CC=C1.[Na+].C1(=CC=CC=C1)[B-](C1=CC=CC=C1)(C1=CC=CC=C1)C1=CC=CC=C1.C1(=CC=CC=C1)[B-](C1=CC=CC=C1)(C1=CC=CC=C1)C1=CC=CC=C1